NN1C=NC(=C2N3C(N=C12)N(C(N3C)=O)CCO)C=3OC=CC3 5-Amino-8-(2-furyl)-3-(2-hydroxyethyl)-1-methyl-[1,2,4]triazolo[5,1-f]purin-2-one